diphenylmethanol trifluoromethanesulfonate FC(S(=O)(=O)OC(C1=CC=CC=C1)C1=CC=CC=C1)(F)F